4-(1-((4,4-difluorocyclohexyl)methyl)-3-(difluoromethyl)-4-methyl-1H-pyrazole-5-carboxamido)picolinamide FC1(CCC(CC1)CN1N=C(C(=C1C(=O)NC1=CC(=NC=C1)C(=O)N)C)C(F)F)F